1,3,5-tri(4-carboxyl-phenyl)benzene C(=O)(O)C1=CC=C(C=C1)C1=CC(=CC(=C1)C1=CC=C(C=C1)C(=O)O)C1=CC=C(C=C1)C(=O)O